(1R,3r)-3-((R)-1'-(7-(((R)-1-(2,4-difluorophenyl)ethyl)amino)-[1,2,4]triazolo[1,5-a]pyrimidin-5-yl)-[3,4'-bipiperidin]-1-yl)-1-methylcyclobutane-1-carboxylic acid FC1=C(C=CC(=C1)F)[C@@H](C)NC1=CC(=NC=2N1N=CN2)N2CCC(CC2)[C@@H]2CN(CCC2)C2CC(C2)(C(=O)O)C